(3aR,6aS)-5-(3-(piperidin-4-yl)pyrazolo[1,5-a]pyridin-6-yl)hexahydro-1H-furo[3,4-c]pyrrole N1CCC(CC1)C=1C=NN2C1C=CC(=C2)N2C[C@@H]1[C@H](C2)COC1